FC1(CC(C1)NC1=NC(=NC(=N1)NC1CC(C1)(F)F)C1=NOC(=C1)C)F N2,N4-bis(3,3-difluorocyclobutyl)-6-(5-methylisoxazol-3-yl)-1,3,5-triazine-2,4-diamine